[W+].[Re](=O)(=O)([O-])[O-].[NH4+] ammonium rhenate tungsten